ClC=1C=C(C=CC1)[C@@H](C(=O)N1[C@H]2CC([C@@H]([C@H]1C(=O)N[C@H](C[C@H]1C(NCC1)=O)C#N)CC2)(F)F)O (1R,3S,4R)-2-((S)-2-(3-chlorophenyl)-2-hydroxyacetyl)-N-((R)-1-cyano-2-((S)-2-oxopyrrolidin-3-yl)ethyl)-5,5-difluoro-2-azabicyclo[2.2.2]octane-3-carboxamide